1,3-Bis(tert-butylperoxyisopropyl)benzene CC(C)(C)OOC(C)(C)C1=CC(=CC=C1)C(C)(C)OOC(C)(C)C